FC1=CC=C(C=C1)N1C(=C(C2=C1C=C1C=NNC1=C2)C2=C(C=C(C(=O)O)C=C2)OC2COC2)C(C)C 4-[5-(4-fluorophenyl)-6-isopropyl-1H-pyrrolo[2,3-f]indazol-7-yl]-3-(oxetan-3-yloxy)benzoic acid